C(C)(C)(C)OC(NC=1SC2=NC(=CC=C2N1)Br)=O (5-bromothiazolo[5,4-b]pyridin-2-yl)carbamic acid tert-butyl ester